4,4'-dithiodibenzoyl dibenzoate C(C1=CC=CC=C1)(=O)OC(C1=CC=C(C=C1)SSC1=CC=C(C(=O)OC(C2=CC=CC=C2)=O)C=C1)=O